5-hydroxy-N-allyltryptamine OC1=CC=C2NC=C(CCNCC=C)C2=C1